1-[2-(pyridin-2-yl)-5H,6H,7H-cyclopenta[d]pyrimidin-4-yl]azepan-2-one N1=C(C=CC=C1)C=1N=C(C2=C(N1)CCC2)N2C(CCCCC2)=O